1-(4-Fluorophenyl)-2-methyl-2-morpholino-1-propanone FC1=CC=C(C=C1)C(C(C)(N1CCOCC1)C)=O